(3aR,6aR)-5-iodo-2,2-dimethyl-6-((trityloxy)methyl)-3aH-cyclopenta[d][1,3]Dioxole-4(6aH)-one IC=1C([C@H]2[C@H](OC(O2)(C)C)C1COC(C1=CC=CC=C1)(C1=CC=CC=C1)C1=CC=CC=C1)=O